3-chloro-2-[5-(3-chloro-2-pyridyl)-4-methyl-1,2,4-triazol-3-yl]-6-(difluoromethoxy)pyridine ClC=1C(=NC(=CC1)OC(F)F)C1=NN=C(N1C)C1=NC=CC=C1Cl